(6E)-4-amino-8-(trans-4-aminocyclohexyloxy)-5,5-dimethyl-benzo[h]quinazolin-6-one oxime NC1=NC=NC=2C3=C(/C(/C(C12)(C)C)=N/O)C=C(C=C3)O[C@@H]3CC[C@H](CC3)N